C(C(=C)C)(=O)OCCOCCCCCCC 2-heptyloxyethyl methacrylate